4-amino-N-(5-chlorobenzo[d]oxazol-2-yl)-1-(1-(4-(piperidin-1-yl)but-2-enoyl)piperidin-3-yl)-1H-pyrazolo[3,4-d]pyrimidine-3-carboxamide NC1=C2C(=NC=N1)N(N=C2C(=O)NC=2OC1=C(N2)C=C(C=C1)Cl)C1CN(CCC1)C(C=CCN1CCCCC1)=O